6-bromo-8-chloro-3-methyl-3-(2,2,2-trifluoroethyl)-2H-imidazo[1,5-a]-pyridine-1,5-dione BrC1=CC(=C2N(C1=O)C(NC2=O)(CC(F)(F)F)C)Cl